2-(2-methoxyphenyl)-5-oxo-N-[(1s,4s)-4-{[6-chloro-2-(trifluoromethyl)quinolin-4-yl]amino}cyclohexyl]oxolane-3-carboxamide COC1=C(C=CC=C1)C1OC(CC1C(=O)NC1CCC(CC1)NC1=CC(=NC2=CC=C(C=C12)Cl)C(F)(F)F)=O